C[C@@H](C1=CC=CC=C1)NC([O-])=O (S)-α-methylbenzylcarbamate